N[C@]1([C@H](O)[C@H](O)[C@@H](O)[C@@H](O1)C)/C(/C(=O)N)=C\C1=CC(OC)=C(O)C=C1 (1-amino-α-L-rhamnopyranosyl)ferulamide